CN(C=1SC2=C(N1)COC=1C=C(C=CC12)C1=NN(N=C1)C)C1CC(NC(C1)(C)C)(C)C N-Methyl-7-(2-methyl-2H-1,2,3-triazol-4-yl)-N-(2,2,6,6-tetramethylpiperidin-4-yl)-4H-chromeno[3,4-d]thiazol-2-amine